CN(C)CCCCl N,N-dimethyl-aminopropyl chloride